[Si](C)(C)(C(C)(C)C)OCC1CCC(CC1)C(C)=O 1-(4-(((tert-butyldimethylsilyl)oxy)methyl)cyclohexyl)ethanone